COC(CC1N(C(CC1)C)C)=O 2-(1,5-dimethylpyrrolidin-2-yl)acetic acid methyl ester